2-methyl-azopyrimidine CC1(NC=CC=N1)N=NC1=NC=CC=N1